rac-(3s,4r)-4-(cyclopropoxy)-3-(1,3-dioxoisoindolin-2-yl)piperidine-1-carboxylic acid benzyl ester C(C1=CC=CC=C1)OC(=O)N1C[C@@H]([C@@H](CC1)OC1CC1)N1C(C2=CC=CC=C2C1=O)=O |r|